OC1=CC=C(C=C1)/C(=C(\CC)/C1=CC=CC=C1)/C1=CC=C(OCCOCCNC=2C=C3CN(C(C3=CC2)=O)C2C(NC(CC2)=O)=O)C=C1 (Z)-3-(5-((2-(2-(4-(1-(4-hydroxyphenyl)-2-phenylbut-1-en-1-yl)phenoxy)ethoxy)ethyl)amino)-1-oxoisoindolin-2-yl)piperidine-2,6-dione